N-(7-(N,N-bis-(4-methoxybenzyl)sulfamoyl)-2-(cyclopropylmethyl)-2H-indazol-5-yl)-2-(2-chlorophenyl)acetamide COC1=CC=C(CN(S(=O)(=O)C2=CC(=CC3=CN(N=C23)CC2CC2)NC(CC2=C(C=CC=C2)Cl)=O)CC2=CC=C(C=C2)OC)C=C1